(Z)-3-(1-((1-(Ethylsulfonyl)-1H-pyrazol-4-yl)amino)ethylidene)-5-(4-methylpyridin-3-yl)-1H-pyrrolo[2,3-c]pyridin-2(3H)-one C(C)S(=O)(=O)N1N=CC(=C1)N\C(\C)=C\1/C(NC2=CN=C(C=C21)C=2C=NC=CC2C)=O